L-(+)-erythrulose C([C@@H](C(=O)CO)O)O